BrC1=CC=C(C2=C1NC=N2)C(=O)N2C1C=3C(=NN(C3CC2)C2=CC=C(C=C2)C(C)C)OC(CN(C1)C(C=C)=O)C 1-(5-(7-bromo-1H-benzo[d]imidazole-4-carbonyl)-2-(4-isopropylphenyl)-9-methyl-2,3,4,5,5a,6,8,9-octahydro-7H-10-oxa-1,2,5,7-tetraazacycloocta[cd]inden-7-yl)prop-2-en-1-one